N(CC(=O)OC)CC(=O)OCC1=CC=CC=C1 benzyl methyl iminodiacetate